C(C1=CC=CC=C1)[N+]1=CC=C2C=CC(NC2=C1)=O 7-benzyl-2-oxo-1,2-dihydro-1,7-naphthyridin-7-ium